1-(3-Fluorophenyl)ethan-1-on FC=1C=C(C=CC1)C(C)=O